(3R,4R)-4-{[5-(2,4-difluoro-phenyl)-isoxazole-3-carbonyl]-amino}-1-((1S,2S)-2-hydroxy-1-methyl-propyl)-piperidine-3-carboxylic acid methyl-phenethyl-amide CN(C(=O)[C@@H]1CN(CC[C@H]1NC(=O)C1=NOC(=C1)C1=C(C=C(C=C1)F)F)[C@H]([C@H](C)O)C)CCC1=CC=CC=C1